3-(3,4-dimethoxyphenyl)propionic acid COC=1C=C(C=CC1OC)CCC(=O)O